N-((5-((2-Cyanopyridin-4-yl)methoxy)-7-((3-(2,3-Dihydrobenzo[b][1,4]dioxin-6-yl)-2-methylbenzyl)oxy)benzo[c][1,2,5]oxadiazol-4-yl)methyl)-D-serine Ethyl ester C(C)OC([C@H](NCC1=C(C=C(C2=NON=C21)OCC2=C(C(=CC=C2)C2=CC1=C(OCCO1)C=C2)C)OCC2=CC(=NC=C2)C#N)CO)=O